NN1C([C@@H](N=C(C2=C1C=CC(=C2Cl)C(F)(F)F)C2=NC=CC=C2F)C)=O (3S)-1-amino-6-chloro-5-(3-fluoro-2-pyridinyl)-3-methyl-7-(trifluoromethyl)-3H-1,4-benzodiazepine-2-One